NC1=CC(=C(C#N)C=C1)S(F)(F)(F)(F)F 4-amino-2-(pentafluoro-λ6-sulfanyl)benzonitrile